4-(((2-((4-((2S,6R)-2,6-dimethylmorpholino)phenyl)amino)pyrimidin-4-yl)oxy)methyl)bicyclo[2.2.2]octan-1-ol C[C@@H]1O[C@@H](CN(C1)C1=CC=C(C=C1)NC1=NC=CC(=N1)OCC12CCC(CC1)(CC2)O)C